C(C)C=1C=C(C(=O)N)C=CC1N1N=C(C=2C1=NC=CC2OC)C(C)C 3-Ethyl-4-[4-methoxy-3-(propan-2-yl)-1H-pyrazolo[3,4-b]pyridin-1-yl]benzamide